9-Bromo-8-((R)-2,3-dihydroxy-propoxy)-6,6-dimethyl-3-trifluoromethoxy-5,6-dihydro-benzo[b]carbazol-11-one BrC1=CC2=C(C(C=3NC4=CC(=CC=C4C3C2=O)OC(F)(F)F)(C)C)C=C1OC[C@@H](CO)O